BrC=1C=C2C(=CN1)N(N=C2C=2C=CC(=C(OCCCO)C2)N2CCN(CC2)C)S(=O)(=O)C2=CC=C(C)C=C2 3-(5-(5-bromo-1-tosyl-1H-pyrazolo[3,4-c]pyridin-3-yl)-2-(4-methylpiperazin-1-yl)phenoxy)-1-propanol